1-benzyl-1,3-propanediamine C(C1=CC=CC=C1)C(CCN)N